2-bromo-N-(5-(1-methyl-1H-pyrazol-3-yl)pyridin-2-yl)propanamide BrC(C(=O)NC1=NC=C(C=C1)C1=NN(C=C1)C)C